OC1=C(C(=O)C2=CCC(C=C2)(CC)OCC)C=CC=C1 2-hydroxy-4'-ethoxy-4'-ethylbenzophenone